FC([C@@H]1[C@H]2[C@@H](N([C@@H](C1)C2)C(=O)OC(C)(C)C)CO)F tert-butyl (1R,3R,4S,5S)-5-(difluoromethyl)-3-(hydroxymethyl)-2-azabicyclo[2.2.1]heptane-2-carboxylate